C(C1=CC=CC=C1)OC1=NC=2CN(CCC2C=C1)CC1=NC=2C(=NC(=CC2)C(=O)OC)N1C[C@H]1OCC1 methyl (S)-2-((2-(benzyloxy)-5,8-dihydro-1,7-naphthyridin-7(6H)-yl) methyl)-3-(oxetan-2-ylmethyl)-3H-imidazo[4,5-b]pyridine-5-carboxylate